2-(2H-1,2,3-triazole-2-yl)thiophen-3-amine N=1N(N=CC1)C=1SC=CC1N